OC1=C(C=CC(=C1)S(N)(=O)=O)C1=CC(=CC=C1)CN1[C@H](CCC1)C(=O)N[C@@H](C)C1=CC=C(C(=O)OC)C=C1 methyl 4-((S)-1-((R)-1-((2'-hydroxy-4'-sulfamoyl-[1,1'-biphenyl]-3-yl)methyl)pyrrolidine-2-carboxamido)ethyl)benzoate